[Ga](I)(I)I gallium triiodide